Ethyl 4-methyl-2-phenylthiophene-3-carboxylate CC=1C(=C(SC1)C1=CC=CC=C1)C(=O)OCC